S(=O)(=O)(O)OCCCCCCCCCC decanol sulfate